1,2-dioxacyclobutane Phenyl-Phosphate triethyl-(r)-cyclopropane-1,2,3-tricarboxylate C(C)C1(C(C1(C(=O)O)CC)(C(=O)O)CC)C(=O)O.C1(=CC=CC=C1)OP(=O)(O)O.O1OCC1